CC(CCCCCCCCCC=CCCCCCCCCCCCCCC)CCCCCCCCCCCC 26-Methyl-15-octatriacontene